tert-butyl N-[6-[1-ethyl-1-(hydroxymethyl)propyl]pyrazin-2-yl]carbamate C(C)C(CC)(CO)C1=CN=CC(=N1)NC(OC(C)(C)C)=O